4-[[1-(1H-indol-6-ylsulfonyl)azetidin-3-yl]amino]phenol N1C=CC2=CC=C(C=C12)S(=O)(=O)N1CC(C1)NC1=CC=C(C=C1)O